1-methyl-6-[3-(2-methylphenyl)-1,2,4-oxadiazol-5-yl]-1,2,3,4-tetrahydroquinolin-2-one CN1C(CCC2=CC(=CC=C12)C1=NC(=NO1)C1=C(C=CC=C1)C)=O